O=C1NC(CCC1N1C(C2=CC=CC(=C2C1)NCCCCCN1N=NC(=C1)CCCC(=O)O)=O)=O 4-(1-(5-((2-(2,6-dioxopiperidin-3-yl)-1-oxoisoindolin-4-yl)amino)pentyl)-1H-1,2,3-triazol-4-yl)butanoic acid